CC1OC2=C(C(=NC(=C2)NC2=CC(=CC(=C2)F)F)C(=O)NC2C(CC2)(C)C)O1 methyl-6-(3,5-difluoroanilino)-N-(2,2-dimethylcyclobutyl)-[1,3]dioxolo[4,5-c]pyridine-4-carboxamide